8-(6-(2,5-dimethyl-1H-pyrrol-1-yl)-2-ethylpyridin-3-yl)-7-fluoroquinolin-3-amine CC=1N(C(=CC1)C)C1=CC=C(C(=N1)CC)C=1C(=CC=C2C=C(C=NC12)N)F